3-butyl-6,7-dihydrophthalide C(CCC)C1OC(=O)C=2CCC=CC12